4-(4-acetyl-benzyl)-2,6-difluorophenyl-acetic acid C(C)(=O)C1=CC=C(CC2=CC(=C(C(=C2)F)CC(=O)O)F)C=C1